S1N=C(C=C1)C1=C2C=CC(=NC2=C(C=C1)C)C#N 5-(isothiazol-3-yl)-8-methylquinoline-2-carbonitrile